(2-amino-5-(1-((6-(benzyloxy)pyridin-3-yl)methyl)-1H-pyrazol-4-yl)pyridin-1-ium-1-yl)methyl hydrogen phosphate P(=O)(OC[N+]1=C(C=CC(=C1)C=1C=NN(C1)CC=1C=NC(=CC1)OCC1=CC=CC=C1)N)(O)[O-]